SC(C(=O)OCCOC(C(CC)S)=O)CC ethylene glycol bis(2-mercaptobutyrate)